S1CC=CC1(C=1SC=CC1)C=1SC=CC1 5,2':5,2''-terthiophene